C[C@]12CC(C[C@](CC1)(N2)C)N(C2=CC=C(N=N2)C2=C(C=C(C=C2)C=2C=NC(=C(C2)OC)F)O)C 2-(6-(((1R,3S,5S)-1,5-dimethyl-8-azabicyclo[3.2.1]octan-3-yl)(methyl)amino)pyridazin-3-yl)-5-(6-fluoro-5-methoxypyridin-3-yl)phenol